2,2-bis(2,3-dihydroxypropoxyphenyl)propane OC(COC1=C(C=CC=C1)C(C)(C)C1=C(C=CC=C1)OCC(CO)O)CO